C(C1=CC=CC=C1)OC(=O)NC[C@H]1C[C@@H](N(C1)C(=O)OC(C)(C)C)C(=O)OC 1-(tert-butyl) 2-methyl (2R,4R)-4-((((benzyloxy)carbonyl)amino)methyl)pyrrolidine-1,2-dicarboxylate